2-chloro-6-vinyl-pyridine ClC1=NC(=CC=C1)C=C